C(C)C(CN=C1N=CN=CN1)CCCC 6-(2-ethylhexyl)imino-1,3,5-triazine